2-chloro-4-fluoro-3-iodophenyl-N-((2-(trimethylsilyl)ethoxy)methyl)furan-2-sulfonamide ClC1=C(C=CC(=C1I)F)C1=C(OC=C1)S(=O)(=O)NCOCC[Si](C)(C)C